NC1=NC=2C=CC(=CC2C2=C1C=NN2C)C(=O)N(N(C)C(C(C)(C)F)=O)CC2=NC=C(C=C2)C(F)(F)F 4-amino-N'-(2-fluoro-2-methylpropanoyl)-N',1-dimethyl-N-((5-(trifluoromethyl)pyridin-2-yl)methyl)-1H-pyrazolo[4,3-c]quinoline-8-carbohydrazide